C(C)(C)O[Ti-](OC(C)C)(OC(C)C)(OC(C)C)Cl tetraisopropoxytitanium (IV) chloride